ClC1=C(C=CC=C1)N1NC=2C(=C(N(C(C2)=O)CC2=NC=CC=C2)C2=C(C=CC=C2)F)C1=O 2-(2-chlorophenyl)-4-(2-fluorophenyl)-5-(pyridin-2-ylmethyl)-1H-pyrazolo[4,3-c]pyridine-3,6(2h,5h)-dione